(E)-N-(4-(1-(4-(4-(7-(2-(2,6-dioxopiperidin-3-yl)-1-oxoisoindolin-4-yl)hept-6-yn-1-yl)piperazin-1-yl)benzoyl)pyrrolidin-3-yl)butyl)-3-(2-fluoropyridin-3-yl)acrylamide O=C1NC(CCC1N1C(C2=CC=CC(=C2C1)C#CCCCCCN1CCN(CC1)C1=CC=C(C(=O)N2CC(CC2)CCCCNC(\C=C\C=2C(=NC=CC2)F)=O)C=C1)=O)=O